lanthanum(III) oxide hydroxide [OH-].[O-2].[La+3]